2-(2,3,4-trifluorobenzyl)pyrazolo[1,5-c]quinazolin-5-amine FC1=C(CC2=NN3C(=NC=4C=CC=CC4C3=C2)N)C=CC(=C1F)F